N-phenyl-1H-indole-2-carboxamide C1(=CC=CC=C1)NC(=O)C=1NC2=CC=CC=C2C1